2-((3-bromo-2-chlorophenyl)carbamoyl)-1,5,6-trimethyl-4,5,6,7-tetrahydro-1H-imidazo[4,5-c]pyridine-6-carboxylic acid BrC=1C(=C(C=CC1)NC(=O)C=1N(C2=C(CN(C(C2)(C(=O)O)C)C)N1)C)Cl